C1(=CC=C(C=C1)C=1NC=CN1)C 2-(p-tolyl)-1H-imidazol